NC=1SC(=CN1)C(C)O 1-(2-aminothiazol-5-yl)ethan-1-ol